1-((1S,3R)-3-(benzyloxy)cyclopentyl)-6-chloro-1H-pyrazolo[3,4-d]pyrimidine C(C1=CC=CC=C1)O[C@H]1C[C@H](CC1)N1N=CC=2C1=NC(=NC2)Cl